C(N)(OCCC1=CC=CC=C1)=O benzyl(methyl) carbamate